(1R,2S)-2-(3-{[3-ethoxy-5-(methylsulfonyl)pyridin-2-yl]amino}-1H-indazol-6-yl)-5'-methoxyspiro[cyclopropan-1,3'-indol]-2'(1'H)-one C(C)OC=1C(=NC=C(C1)S(=O)(=O)C)NC1=NNC2=CC(=CC=C12)[C@@H]1C[C@@]12C(NC1=CC=C(C=C21)OC)=O